3-({[6-(5-chloro-2-fluorophenyl)-4-({2-[3-(4-methylpiperazin-1-yl)propanamido]pyridin-4-yl}amino)pyridazin-3-yl]-sulfanyl}methyl)benzoic acid ClC=1C=CC(=C(C1)C1=CC(=C(N=N1)SCC=1C=C(C(=O)O)C=CC1)NC1=CC(=NC=C1)NC(CCN1CCN(CC1)C)=O)F